CN(C\C=C/1\C(NCC1)=O)C (E)-3-(2-(dimethylamino)ethylidene)pyrrolidin-2-one